3-chloro-4-(methoxymethoxy)-5-methylphenylboronic acid pinacol ester ClC=1C=C(C=C(C1OCOC)C)B1OC(C)(C)C(C)(C)O1